CON1NCC=C1 N-methoxy-2H-pyrazole